cyclopentyl 2,2-dimethyl-propyl ether CC(COC1CCCC1)(C)C